3-Methyl-N-(3-methyl[1,1'-biphenyl]-4-yl)[1,1'-biphenyl]-4-amine CC=1C=C(C=CC1NC1=C(C=C(C=C1)C1=CC=CC=C1)C)C1=CC=CC=C1